tert-butyl (S)-4-(((2-decanamido-3-(hexylamino)-3-oxopropoxy) carbonyl) amino)benzoate C(CCCCCCCCC)(=O)N[C@@H](COC(=O)NC1=CC=C(C(=O)OC(C)(C)C)C=C1)C(=O)NCCCCCC